Cinnamic acid-N-cyclohexyl-N-2-pyridylamide C1(CCCCC1)N(C(C=CC1=CC=CC=C1)=O)C1=NC=CC=C1